The molecule is an enone that is cyclohex-2-en-1-one substituted by a hydroxy group at position 4, methoxy groups at positions 2 and 3, a methyl group at position 6 and a (2E,6E)-3,7,11-trimethyldodeca-2,6,10-trien-1-yl group at position 5 (the 4R,5R,6R stereoisomer). It is isolated from the solid-state fermented mycelium of the fungus Antrodia camphorata and has been found to exhibit potent cytotoxicity against a number of human cancer cell lines. However, a synthesis-enabled biological re-examination published in 2016, revealed minimal in vitro and in vivo antitumour activity in preclinical models. It has a role as an antineoplastic agent and a fungal metabolite. It is an enone, a secondary alcohol and an enol ether. C[C@@H]1[C@H]([C@H](C(=C(C1=O)OC)OC)O)C/C=C(\\C)/CC/C=C(\\C)/CCC=C(C)C